8-(Bicyclo[2.2.1]heptan-2-yl)-9-(4-((1-(3-fluoropropyl)azetidin-3-yl)methyl)phenyl)-6,7-dihydro-5H-benzo[7]annulen C12C(CC(CC1)C2)C=2CCCC1=C(C2C2=CC=C(C=C2)CC2CN(C2)CCCF)C=CC=C1